2-(((6-chloropyrimidin-4-yl)amino)methyl)-N,N-dimethylimidazo[1,2-a]pyridin-6-amine ClC1=CC(=NC=N1)NCC=1N=C2N(C=C(C=C2)N(C)C)C1